C(C)(C)(C)OC(=O)N1C(=C(C2=NC(=CC=C21)OC2CCN(CC2)C(=O)OC(C)(C)C)C(C)C)C=2C=C(C=1N(C2)N=CN1)OC 5-((1-(tert-butoxycarbonyl)piperidin-4-yl)oxy)-3-isopropyl-2-(8-methoxy-[1,2,4]triazolo[1,5-a]pyridin-6-yl)-1H-pyrrolo[3,2-b]pyridine-1-carboxylic acid tert-butyl ester